N-[2-fluoro-4-methyl-5-(6-methyl-1,2,4-triazin-3-yl)phenyl]-3-methyl-6-azabicyclo[3.1.1]heptane-6-carboxamide FC1=C(C=C(C(=C1)C)C=1N=NC(=CN1)C)NC(=O)N1C2CC(CC1C2)C